ClC1=C(C=C(C=C1)C1CC(OCC1)=O)F 4-(4-chloro-3-fluorophenyl)tetrahydro-2H-pyran-2-one